C(C)OCCC1=C(C(=O)O)C=CC=C1 2-(2-ethoxyethyl)benzoic acid